COC=1C=C2CCN(CC2=CC1OC)CCC1=CC=C(C=C1)N1N=C(N=N1)C1=C(C=CC(=C1)OC=1C=NC=CC1)NC(=O)C=1OC2=CC=CC=C2C(C1)=O N-(2-(2-(4-(2-(6,7-Dimethoxy-3,4-dihydroisoquinolin-2(1H)-yl)ethyl)phenyl)-2H-tetrazol-5-yl)-4-(pyridin-3-yloxy)phenyl)-4-oxo-4H-chromene-2-carboxamide